(S)-5-aminomethylpyrrolidin-2-one hydrochloride Cl.NC[C@@H]1CCC(N1)=O